NC1=NC=C(C=N1)C#CC=1C=C(C(=O)N[C@@H]2[C@H](C[C@H](C2)OC(F)(F)F)O)C=CC1OC(F)F 3-[2-(2-aminopyrimidin-5-yl)ethynyl]-4-(difluoromethoxy)-N-[(1S,2S,4S)-2-hydroxy-4-(trifluoromethoxy)cyclopentyl]benzamide